CN1C(=NC=C1C1=NC=CC(=N1)N1CCN(CC1)CC1=CC=C(CC=2C=3C4=C(C(N(C4=CC2)C2C(NC(CC2)=O)=O)=O)C=CC3)C=C1)C(F)(F)F 3-(6-(4-((4-(2-(1-methyl-2-(trifluoromethyl)-1H-imidazol-5-yl)pyrimidin-4-yl)piperazin-1-yl)methyl)benzyl)-2-oxobenzo[cd]indol-1(2H)-yl)piperidine-2,6-dione